OC1=C(C(=C(C=C1)CCC1=CC=CC=C1)O)OC dihydroxy-3-methoxybibenzyl